iridium nickel oxide [Ni]=O.[Ir]